3,5-dichloro-2-oxoindoline-3-carboxylic acid methyl ester COC(=O)C1(C(NC2=CC=C(C=C12)Cl)=O)Cl